BrC1=C(C=C(C=C1Cl)C1(CC1)C(NO)=N)Cl 1-(4-bromo-3,5-dichlorophenyl)-N-hydroxycyclopropane-1-carboximidamide